[3-(4,5-dihydro-1,2-oxazol-3-yl)-4-(methanesulfonyl)-2-methyl-phenyl](5-hydroxy-1-methyl-1H-pyrazol-4-yl)methanon O1N=C(CC1)C=1C(=C(C=CC1S(=O)(=O)C)C(=O)C=1C=NN(C1O)C)C